FC1=CC=C2C=NN(C2=C1B(OO)OO)C1OCCCC1 (6-fluoro-1-(tetrahydro-2H-pyran-2-yl)-1H-indazol-7-yl)dihydroxyboronic acid